Cl.N1CC(CCC1)CC#N 2-(3-piperidyl)acetonitrile hydrochloride